Cl.C(C)(C)(C)OC(=O)N1CCC2(CNC2)CC1.[N+](=O)([O-])CC1COC2=C1C=CC=C2 3-nitromethyl-2,3-dihydrobenzofuran tert-butyl-2,7-diazaspiro[3.5]nonane-7-carboxylate hydrochloride